4-[4-(cyclopropanecarbonylamino)-2-pyrrolidin-1-ylbenzoyl]-3-(2-fluorophenyl)piperazine-1-carboxylic acid tert-butyl ester C(C)(C)(C)OC(=O)N1CC(N(CC1)C(C1=C(C=C(C=C1)NC(=O)C1CC1)N1CCCC1)=O)C1=C(C=CC=C1)F